NC1=C(C=NN1C1=CC=C(C=C1)N1C(OCC1)=O)C(=O)N1C[C@@]2(CCC1)C1=C(NC(O2)=O)C=CC(=C1F)Cl (R)-1'-(5-Amino-1-(4-(2-oxooxazolidin-3-yl)phenyl)-1H-pyrazole-4-carbonyl)-6-chloro-5-fluorospiro[benzo[d][1,3]oxazine-4,3'-piperidin]-2(1H)-one